1-(5-Fluoro-1H-benzoimidazol-2-yl)-1H-pyrazole FC1=CC2=C(NC(=N2)N2N=CC=C2)C=C1